1-methoxybenzamide COC1(C(=O)N)CC=CC=C1